ClCC(CC(=O)OCC)=O ethyl 4-chloro-3-keto-butyrate